5-chloro-7-(1-ethylcyclobutyl)-2-{[(3R,4S)-3-hydroxy-1-trifluoromethanesulfonylpiperidin-4-yl]amino}pyrrolo[2,1-f][1,2,4]triazine-6-carbonitrile ClC=1C(=C(N2N=C(N=CC21)N[C@@H]2[C@@H](CN(CC2)S(=O)(=O)C(F)(F)F)O)C2(CCC2)CC)C#N